FC1(C[C@@H](CN(C1)C=1C(=NC(=CC1)C=1N=NN(C1COC(=O)OC1=CC=C(C=C1)[N+](=O)[O-])C)C)CC(=O)OC)F Methyl (S)-2-(5,5-difluoro-1-(2-methyl-6-(1-methyl-5-((((4-nitrophenoxy)carbonyl)oxy)methyl)-1H-1,2,3-triazol-4-yl)pyridin-3-yl)piperidin-3-yl)acetate